OCCN1N=CC(=C1)NC=1N=CC2=C(N1)N(C(C(=C2)N2CCN(C1=C(C=CC=C21)OC)C(C(F)(F)F)=O)=O)C 2-[[1-(2-hydroxyethyl)pyrazol-4-yl]amino]-6-[5-methoxy-4-(2,2,2-trifluoroacetyl)-2,3-dihydroquinoxalin-1-yl]-8-methyl-pyrido[2,3-d]pyrimidin-7-one